FC=1C=C(C=CC1)C1=CC=2C3=C(C=NC2C=C1)N(C(N3C=3C=NC=NC3)=N)C 8-(3-Fluorophenyl)-3-methyl-1-(pyrimidin-5-yl)-1,3-dihydro-2H-imidazo[4,5-c]quinolin-2-imine